BrC=1C(=NC(=CC1)Cl)C(C(C)C)=O 1-(3-bromo-6-chloropyridin-2-yl)-2-methylpropan-1-one